2-(4-methoxy-3-nitrophenyl)propanehydrazide COC1=C(C=C(C=C1)C(C(=O)NN)C)[N+](=O)[O-]